2-[4-(3-Oxo-3-phenylprop-1-enyl)phenoxy]benzene-1,3-dicarboxylic acid O=C(C=CC1=CC=C(OC2=C(C=CC=C2C(=O)O)C(=O)O)C=C1)C1=CC=CC=C1